4-tert-Octylamino-2,6-di-chloro-1,3,5-triazin C(C)(C)(CC(C)(C)C)NC1=NC(=NC(=N1)Cl)Cl